CC(C)C(CC[C@@H](C)[C@H]1CC[C@H]2C3=CC=C4C[C@H](CC[C@@]4(C)[C@@H]3CC[C@]12C)O)O 9β,10α-cholesta-5,7-diene-3β,24-diol